CS(=O)(=O)OCC12OCC(C1)(C2)CNC2=C1C=CN=C(C1=CC=C2)NCC2=C(C=C(C=C2)OC)OC [4-[[[1-[(2,4-dimethoxyphenyl)methylamino]isoquinolin-5-yl]amino]methyl]-2-oxabicyclo[2.1.1]hexan-1-yl]methyl methanesulfonate